Methyl 3-((2-((4-amino-3-(3-hydroxyphenyl)-1H-pyrazolo[3,4-d]pyrimidin-1-yl)methyl)-5-(6-morpholino-6-oxohex-1-yn-1-yl)-4-oxoquinazolin-3(4H)-yl)methyl)benzoate NC1=C2C(=NC=N1)N(N=C2C2=CC(=CC=C2)O)CC2=NC1=CC=CC(=C1C(N2CC=2C=C(C(=O)OC)C=CC2)=O)C#CCCCC(=O)N2CCOCC2